ethyl 2-[7-(1-hydroxycyclobutyl)-5-(m-tolyl)-4-oxo-pyrrolo[2,1-f][1,2,4]triazin-3-yl]acetate OC1(CCC1)C1=CC(=C2C(N(C=NN21)CC(=O)OCC)=O)C=2C=C(C=CC2)C